COC(=O)C=1C(=NC(=C(C1)F)C1=CC=CC2=CC=CC(=C12)Cl)N amino-6-(8-chloro-1-naphthyl)-5-fluoro-pyridine-3-carboxylic acid methyl ester